C1(=C(C=CC=C1)NC1=CC=CC=2C(C3=CC=CC=C3C12)(C)C)C1=CC=CC=C1 4-(2-biphenylyl)amino-9,9-dimethylfluorene